C1(=CC=CC=C1)C1=NN=C(O1)NC(C1=C(C=CC=C1)OC1=CC=C(C=C1)C(F)(F)F)=O N-(5-phenyl-1,3,4-oxadiazol-2-yl)-2-(4-trifluoromethylphenoxy)benzamide